(5R,8S,11S)-11-(3-(allyloxy)-3-oxopropyl)-1-(9H-fluoren-9-yl)-5-isobutyl-8-methyl-3,6,9,12-tetraoxo-2,15-dioxa-4,7,10,13-tetraazaheptadecan-17-oic acid C(C=C)OC(CC[C@H](NC([C@@H](NC([C@H](NC(OCC1C2=CC=CC=C2C=2C=CC=CC12)=O)CC(C)C)=O)C)=O)C(NCOCC(=O)O)=O)=O